C(C)(=O)NC=1C=C(C(=CC1)C=CC=1C(=CC(=CC1)N=C=S)S(=O)(=O)O)S(=O)(=O)O 4-acetamido-4'-isothiocyano-stilbene-2,2'-disulfonic acid